2-[2-Chloro-4-(4-chlorophenoxy)phenyl]-2-hydroxy-3-(1,2,4-triazol-1-yl)propionic acid ClC1=C(C=CC(=C1)OC1=CC=C(C=C1)Cl)C(C(=O)O)(CN1N=CN=C1)O